C(C)OC=1C(=O)O[C@@H](C1O)[C@@H](O)CO O-Ethyl-ascorbic acid